tert-butyl (S)-(1-(methoxy(methyl)amino)-1-oxopentan-2-yl)carbamate CON(C([C@H](CCC)NC(OC(C)(C)C)=O)=O)C